3-(hydroxy(4-methoxyphenyl)methyl)-5,7-dimethylisobenzofuran-1(3H)-one OC(C1OC(C2=C(C=C(C=C12)C)C)=O)C1=CC=C(C=C1)OC